3-(5-(methylsulfonyl)-1-oxo-7-(trifluoromethyl)isoindolin-2-yl)piperidine-2,6-dione CS(=O)(=O)C=1C=C2CN(C(C2=C(C1)C(F)(F)F)=O)C1C(NC(CC1)=O)=O